Cl.Cl.N1C=C(C=2C1=NC=CC2)CC=2C=CC(=NC2)NCC2=CC=C(C=C2)C(F)(F)F 5-(1H-Pyrrolo[2,3-b]pyridin-3-ylmethyl)-N-[[4-(trifluoromethyl)phenyl]methyl]-2-pyridinamine dihydrochloride